Cl.N1(CCCC1)C1CCN(CC1)P(OC[C@@H]1CN(C[C@@H](O1)N1C(NC(C(=C1)C)=O)=O)C(C1=CC=CC=C1)(C1=CC=CC=C1)C1=CC=CC=C1)(=O)Cl ((2S,6R)-6-(5-methyl-2,4-dioxo-3,4-dihydropyrimidin-1(2H)-yl)-4-tritylmorpholin-2-yl)methyl (4-(pyrrolidin-1-yl)piperidin-1-yl)phosphonochloridate hydrochloride